5-(benzyloxy)-1-(4-(trifluoromethyl)phenyl)imidazo[1,2-a]quinoline C(C1=CC=CC=C1)OC1=CC=2N(C3=CC=CC=C13)C(=CN2)C2=CC=C(C=C2)C(F)(F)F